(1s,2s,3s)-2-methyl-3-(1-methyl-1H-imidazol-4-yl)cyclopropane-1-carboxylic acid tert-butyl ester C(C)(C)(C)OC(=O)[C@H]1[C@H]([C@@H]1C=1N=CN(C1)C)C